FC=1C=CC(=C(CN2C(C=3N(C[C@@H]2COC)C=C(C3)C3=CC(=NC=C3C(F)(F)F)NC(C)C)=O)C1)CO (R)-2-(5-fluoro-2-(hydroxymethyl)benzyl)-7-(2-(isopropylamino)-5-(trifluoromethyl)pyridin-4-yl)-3-(methoxymethyl)-3,4-dihydropyrrolo[1,2-a]pyrazin-1(2H)-one